ClC1=C(C=NC=C1)C(C)C 4-Chloro-3-isopropyl-pyridine